FC(C(=O)NC1=CC=C(C=C1)[C@@H]1C=2N(CCC1)C=NC2C)(C=2C=NC=CC2)F |o1:11| rel-(R)-2,2-difluoro-N-(4-(1-methyl-5,6,7,8-tetrahydroimidazo[1,5-a]pyridin-8-yl)phenyl)-2-(pyridin-3-yl)acetamide